ClC=1C(=CC(=C(C(=O)NC=2C(=NC(=NC2)OC)C)C1)NC1=C(C=C(C=C1)F)C)F 5-chloro-4-fluoro-2-((4-fluoro-2-methylphenyl)-amino)-N-(2-methoxy-4-methylpyrimidin-5-yl)benzamide